[Cl].[Cl].NC1=NC(=NN1C(=O)C=1SC=CC1C)NC1=CC=C(C=C1)S(=O)(=O)NCCOCC#C 4-((5-amino-1-(3-methylthiophene-2-carbonyl)-1H-1,2,4-triazol-3-yl)amino)-N-(2-(prop-2-yn-1-yloxy)ethyl)benzenesulfonamide dichlorine